CN[C@@H](C(C)C)C(=O)OC(C)(C)C tert-butyl methyl-L-valinate